4,4-Bis(14-(bis(benzyloxy)phosphoryl)tetradecyl)-3,5-dioxo-1-phenyl-2,9,12,15,18,21,24,27,30,33,36,39,42-tridecaoxa-6-azapentatetracontan-45-oic acid C(C1=CC=CC=C1)OP(=O)(OCC1=CC=CC=C1)CCCCCCCCCCCCCCC(C(OCC1=CC=CC=C1)=O)(C(NCCOCCOCCOCCOCCOCCOCCOCCOCCOCCOCCOCCOCCC(=O)O)=O)CCCCCCCCCCCCCCP(=O)(OCC1=CC=CC=C1)OCC1=CC=CC=C1